C(C)[Zr+](C1C=CC2=CC=CC=C12)CC bis-ethylindenyl-zirconium (IV)